[Ga+3].[O-2].[Hf+4] hafnium oxide gallium